pteridinedione C1=CN=C2C(=N1)C(=O)NC(=O)N2